1,6-Diisocyanatotrimethylhexane CC(CCCCN=C=O)C(C)(C)N=C=O